1,2,3-tripunicyl-glycerol C(CCCCCCC\C=C/C=C/C=C\CCCC)OCC(OCCCCCCCC\C=C/C=C/C=C\CCCC)COCCCCCCCC\C=C/C=C/C=C\CCCC